BrC=1C=CC=2N(C3=CC=C(C=C3C2C1)Br)C[C@@H](CN1CCNCC1)O |r| (±)-1-(3,6-Dibromocarbazol-9-yl)-3-piperazin-1-ylpropan-2-ol